2-(2'-(4-Methyl-4H-1,2,4-triazol-3-yl)-[1,1'-biphenyl]-3-yl)-7-(trifluoromethyl)benzo[d]oxazole-5-carbaldehyde CN1C(=NN=C1)C1=C(C=CC=C1)C1=CC(=CC=C1)C=1OC2=C(N1)C=C(C=C2C(F)(F)F)C=O